NC1=NC=2C=CC(=CC2C2=C1C=NN2C)C(=O)N(N(C)C(=O)C2CC2)CC2=C(C=C(C=C2)C=2C=NN(C2)C(F)F)F 4-amino-N'-(cyclopropanecarbonyl)-N-(4-(1-(difluoromethyl)-1H-pyrazol-4-yl)-2-fluorobenzyl)-N',1-dimethyl-1H-pyrazolo[4,3-c]quinoline-8-carbohydrazide